2,4-dichloro-6-methylaniline ClC1=C(N)C(=CC(=C1)Cl)C